1,1,1-trifluoro-2-butanone FC(C(CC)=O)(F)F